CS(=O)(=O)N1CCN(CC1)C1=CC=C(N)C=C1 4-(4-methylsulfonylpiperazin-1-yl)aniline